N-[2-(7-fluoro-2-methylindazol-5-yl)thieno[2,3-d][1,3]thiazol-5-yl]-N,1-dimethylpiperidin-4-amine FC1=CC(=CC2=CN(N=C12)C)C=1SC2=C(N1)SC(=C2)N(C2CCN(CC2)C)C